F\C=C(\CNC(OC(C)(C)C)=O)/COC1=CC=C2C(N=CNC2=C1)=O t-butyl N-[(Z)-3-fluoro-2-[(4-oxo-1H-quinazolin-7-yl)oxymethyl]allyl]carbamate